3-(1-isopropyl-1H-benzo[d][1,2,3]triazol-5-yl)-5-(4-methoxypyridin-3-yl)-1,2,4-oxadiazole C(C)(C)N1N=NC2=C1C=CC(=C2)C2=NOC(=N2)C=2C=NC=CC2OC